C(C)N1S(C2=C(C1=O)C=CC(=C2)[N+](=O)[O-])(=O)=O 2-ethyl-6-nitro-1,2-benzisothiazol-3(2H)-one 1,1-dioxide